C(C)(C)(C)OC(=O)N1C[C@@H](N(CC1)C1=NC(=NC2=C(C(=C(C=C12)Cl)Br)F)F)C.ClC=1C=NC(=NC1)C1=CC=C(N)C=C1 4-(5-chloropyrimidin-2-yl)aniline tert-butyl-(3S)-4-(7-bromo-6-chloro-2,8-difluoro-quinazolin-4-yl)-3-methyl-piperazine-1-carboxylate